1,3-dimethyl-1,3,8-triazaspiro[4.5]decane-2,4-dione hydrochloride Cl.CN1C(N(C(C12CCNCC2)=O)C)=O